C(C(C)C)C1=C(C=C(C=C1)C1=NOC(=N1)C1=CC=C(CN2C[C@H](CC2)C(=O)O)C=C1)C(F)(F)F (S)-1-(4-(3-(4-isobutyl-3-(trifluoromethyl)phenyl)-1,2,4-oxadiazol-5-yl)benzyl)pyrrolidine-3-carboxylic acid